FC=1C=C(C=CC1F)N1C(CCCC12CCN(CC2)C=2C(N(N=C(C2)N2N=CC(=C2)C(F)(F)F)C)=O)=O 1-(3,4-difluorophenyl)-9-(2-methyl-3-oxo-6-(4-(trifluoromethyl)-1H-pyrazol-1-yl)-2,3-dihydropyridazin-4-yl)-1,9-diazaspiro[5.5]undecane-2-one